C(C)(C)(C)OC(=O)N[C@H]1C[C@H](CC1)C(=O)O (1S,3R)-3-((tert-butoxycarbonyl)amino)cyclopentanecarboxylic acid